Sarcosyl-sodium N(C)CC(=O)[Na]